1-(pentan-3-yl)-1H-imidazole-4-carboxylic acid CCC(CC)N1C=NC(=C1)C(=O)O